6-(2-(4-(tert-butoxycarbonyl)-2-(2-isopropylphenyl)piperazin-1-yl)-7-azaspiro[3.5]nonan-7-yl)-4-((3-fluoro-6-methoxy-1H-pyrrolo[2,3-b]pyridin-5-yl)oxy)nicotinic acid C(C)(C)(C)OC(=O)N1CC(N(CC1)C1CC2(C1)CCN(CC2)C2=NC=C(C(=O)O)C(=C2)OC=2C=C1C(=NC2OC)NC=C1F)C1=C(C=CC=C1)C(C)C